N1=C(C=CC=C1)C1=NC(=CC(=C1)O)C1=NC=CC=C1 [2,2':6',2''-terpyridin]-4'-ol